trans-7-dodecen-9-ynol C(CCCCC\C=C\C#CCC)O